5-((1H-Benzo[d]imidazol-2-yl)methoxy)-7-(difluoromethyl)-2,2-dimethyl-4H-benzo[d][1,3]dioxin-4-one N1C(=NC2=C1C=CC=C2)COC2=CC(=CC=1OC(OC(C12)=O)(C)C)C(F)F